C1(CC1)S(=O)(=O)NC(=O)C1=CC=C(C=C1)N1[C@@H]2C[C@H]([C@H](C1)C2)OC(=O)C=2C(=NOC2C2CC2)C2=C(C=CC=C2Cl)Cl 5-cyclopropyl-3-(2,6-dichlorophenyl)-1,2-oxazole-4-carboxylic acid (1S,4S,5R)-2-{4-[(cyclopropanesulfonyl) carbamoyl] phenyl}-2-azabicyclo[2.2.1]heptan-5-yl ester